2-azaspiro[3.4]octane-2-carboxylic acid ethyl ester C(C)OC(=O)N1CC2(C1)CCCC2